(2R)-N-(4,7-difluoro-2-formyl-2-methoxy-indan-5-yl)-2-(dimethylamino)propanamide FC1=C2CC(CC2=C(C=C1NC([C@@H](C)N(C)C)=O)F)(OC)C=O